N-(4-((5-(1,6-dimethyl-1H-pyrazolo[3,4-b]pyridin-4-yl)-3-methyl-4,5,6,7-tetrahydro-1H-pyrazolo[4,3-c]pyridin-1-yl)methyl)bicyclo[2.2.2]oct-1-yl)-2-(3-fluoroazetidin-1-yl)acetamide CN1N=CC=2C1=NC(=CC2N2CC1=C(CC2)N(N=C1C)CC12CCC(CC1)(CC2)NC(CN2CC(C2)F)=O)C